ClC1=NC=C(C(=C1)NC1CCC(CC1)(O)C)C1=NC=C(N=C1)OC1CCOCC1 (1s,4s)-4-((2-Chloro-5-(5-((tetrahydro-2H-pyran-4-yl)oxy)pyrazin-2-yl)pyridin-4-yl)amino)-1-methylcyclohexan-1-ol